BrC1=CC=C2C(=C(C(=NC2=C1F)OC[C@]12CCCN2C[C@@H](C1)F)C#N)N1C[C@@H](N[C@H](C1)C)C 7-Bromo-4-((3S,5S)-3,5-dimethylpiperazin-1-yl)-8-fluoro-2-(((2R,7aS)-2-fluorotetrahydro-1H-pyrrolizin-7a(5H)-yl)methoxy)quinoline-3-carbonitrile